NC1=NC(=C(C=C1C=1C=C2C3(CNC(C2=CC1)=O)CC3)Br)F 6'-(2-amino-5-bromo-6-fluoropyridin-3-yl)-2',3'-dihydro-1'H-spiro[cyclopropane-1,4'-isoquinolin]-1'-one